O=C1NC(CCC1N1C(C2=CC=C(C=C2C1=O)N(CCC1N(CCNC1)C1=CC(=C(C(=O)N)C=C1)NC1CCOCC1)CC1=CC=C(C=C1)OC)=O)=O 4-((2-((2-(2,6-dioxopiperidin-3-yl)-1,3-dioxoisoindolin-5-yl)(4-methoxybenzyl)amino)ethyl)piperazin-1-yl)-2-((tetrahydro-2H-pyran-4-yl)amino)benzamide